methyl 2,6-dimethyl-piperidine-4-carboxylate CC1NC(CC(C1)C(=O)OC)C